BrC=1C=CC(=NC1)\N=C(\C(=O)OC)/C(F)(F)F methyl (Z)-2-((5-bromopyridin-2-yl)imino)-3,3,3-trifluoropropanoate